[2H]C(C1=C(C(=CC=C1)C([2H])([2H])[2H])C1=NC(=NC(=C1)OC[C@@H](CC(C)C)NC1CC2(CC2)C1)NS(=O)(=O)C=1C=C(C(=O)O)C=CC1)([2H])[2H] 3-[[4-[2,6-Bis(trideuteriomethyl)phenyl]-6-[(2R)-4-methyl-2-(spiro[2.3]hexan-5-ylamino)pentoxy]pyrimidin-2-yl]sulfamoyl]benzoic acid